ClC1=CC=C(C=C1)C1=NC(=CC=2N=C(N(C(C21)=O)C)C)N2C[C@H](OCC2)C=2C=NN(C2)C 5-(4-chlorophenyl)-2,3-dimethyl-7-((2R)-2-(1-methyl-1H-pyrazol-4-yl)-4-morpholinyl)pyrido[4,3-d]-pyrimidin-4(3H)-one